FC1=CC=CC2=C1N(C[C@@H]1[C@@H](C(N2C)=O)N(C(C1)=O)C1=NC(=CC(=C1)C(F)(F)F)C)CC(=O)O 2-((3aR,11aS)-6-fluoro-10-methyl-1-(6-methyl-4-(trifluoromethyl)pyridin-2-yl)-2,11-dioxo-1,2,3,3a,4,10,11,11a-octahydro-5H-benzo[b]pyrrolo[2,3-f][1,4]diazocin-5-yl)acetic acid